Kalium perfluorooctan-sulfat S(=O)(=O)([O-])[O-].FC(C(C(C(C(C(C(C(F)(F)F)(F)F)(F)F)(F)F)(F)F)(F)F)(F)F)(F)F.[K+].[K+]